C(C1=CC=CC=C1)NC([C@@H]([C@@H](C=C)OCC1=CC=C(C=C1)OC)C1=CC=C(C=C1)C)=O (2R,3R)-N-benzyl-3-((4-methoxybenzyl)oxy)-2-(p-tolyl)pent-4-enamide